C(C1=CC=CC=C1)OCCON1S(C2=C(OC3(C1)CCOCC3)N=CC=C2)(=O)=O (2-(Benzyloxy)ethoxy)-2,2',3,3',5,6-hexahydrospiro[pyran-4,4'-pyrido[2,3-b][1,4,5]oxathiazepine] 1',1'-dioxide